C(C)(=O)C1=NN(C2=CC=C(C=C12)C=1C=NC(=NC1)C)CC(=O)N1[C@@H]2C[C@@]2(C[C@H]1C(=O)NC1=NC(=CC=C1C)Br)CC=1SC=C(N1)CC (1R,3S,5R)-2-(2-(3-acetyl-5-(2-methylpyrimidin-5-yl)-1H-indazol-1-yl)acetyl)-N-(6-bromo-3-methylpyridin-2-yl)-5-((4-ethylthiazol-2-yl)methyl)-2-azabicyclo[3.1.0]hexane-3-carboxamide